C(C)(C)(C)OC(=O)N1CC2(C(N(C3=C2N=CN=C3N)C=3C=CC2=C(N=C(O2)N)C3)=O)C1 Tert-butyl-4'-amino-5'-(2-aminobenzo[d]oxazol-5-yl)-6'-oxo-5',6'-dihydrospiro[azetidine-3,7'-pyrrolo[3,2-d]pyrimidine]-1-carboxylate